3-(methylsulfonylmethyl)-1,2,4-thiadiazole-5-carboxylic acid CS(=O)(=O)CC1=NSC(=N1)C(=O)O